O=C1NC(CCC1C1=CC=C(C=C1)N1CCN(CC1)C[C@@H]1CC[C@H](CC1)NC(C1=CC(=C(C=C1)C1=NC=CC(=C1)C1=CC=2C(NCCC2N1)=O)F)=O)=O N-(trans-4-((4-(4-(2,6-Dioxopiperidin-3-yl)phenyl)piperazin-1-yl)methyl)cyclohexyl)-3-fluoro-4-(4-(4-oxo-4,5,6,7-tetrahydro-1H-pyrrolo[3,2-c]pyridin-2-yl)pyridin-2-yl)benzamide